2-allyl-1-(6-(2-hydroxypropan-2-yl)pyridin-2-yl)-6-(methylthio)-1,2-dihydro-3H-pyrazolo[3,4-d]pyrimidin-3-one C(C=C)N1N(C2=NC(=NC=C2C1=O)SC)C1=NC(=CC=C1)C(C)(C)O